OCC(C)(C)NC(=O)C=1C=2C[C@H]3[C@@H](C2N(N1)C1=NC=CC=C1)C3 (1aS,5aS)-2-Pyridin-2-yl-1a,2,5,5a-tetrahydro-1H-2,3-diaza-cyclopropa[a]pentalene-4-carboxylic acid (2-hydroxy-1,1-dimethyl-ethyl)-amide